L-lysinamide N[C@@H](CCCCN)C(=O)N